3-CHLORO-4-METHOXYPYRIDINE-2-BORONIC ACID ClC=1C(=NC=CC1OC)B(O)O